FC(C=1OC(=NN1)C1=CC=C(C=C1)CN1N=NC(=C1)C1=CC(=C(C=C1)F)F)F 2-(difluoromethyl)-5-(4-((4-(3,4-difluorophenyl)-1H-1,2,3-triazol-1-yl)methyl)phenyl)-1,3,4-oxadiazole